5-methyl-6-(pyridin-2-yl)-2-thioxo-4(1H,3H)-pyrimidinone CC=1C(NC(NC1C1=NC=CC=C1)=S)=O